C(CCCCC)OC1=CC=C(C=C1)S(=O)(=O)C1=CC=C(C=C1)O 4-(4-hexyloxyphenyl)sulfonylphenol